methyl-9H-carbazole-2-acetic acid ethyl ester C(C)OC(CC1=C(C=2NC3=CC=CC=C3C2C=C1)C)=O